C(=C)C1=CC=C(COC2=CC=C(C=C2)C(C)(C)C2=CC=C(OC3=CC=C(C#N)C=C3)C=C2)C=C1 4-(4-(2-(4-((4-vinylbenzyl)oxy)phenyl)propan-2-yl)phenoxy)benzonitrile